ClC1=NC=C(C(=N1)C1=CC(=C(C=C1)NCC(C#N)(C)C)F)C ((4-(2-chloro-5-methylpyrimidin-4-yl)-2-fluorophenyl)amino)-2,2-dimethylpropionitrile